The molecule is a methoxyisoflavone that is isoflavone substituted by a methoxy group at position 5, a hydroxy group at position 7 and methyl groups at positions 6 and 8. It has been isolated from the buds of Cleistocalyx operculatus and has been shown to exhibit inhibitory effects on the viral neuraminidases from two influenza viral strains,H1N1 and H9N2. It has a role as a plant metabolite and an EC 3.2.1.18 (exo-alpha-sialidase) inhibitor. It is a methoxyisoflavone and a hydroxyisoflavone. It derives from an isoflavone. CC1=C(C(=C(C2=C1OC=C(C2=O)C3=CC=CC=C3)OC)C)O